Tetrafluorononandiol FC(C(C(O)(O)F)(F)F)CCCCCC